O=C1NC(CCC1N1C(N(C2=C1C=CC(=C2)CCCCCN2C[C@H](NCC2)C(=O)O)C)=O)=O (2S)-4-[5-[1-(2,6-dioxo-3-piperidyl)-3-methyl-2-oxo-benzimidazol-5-yl]pentyl]piperazine-2-carboxylic acid